CN1CCN(CC1)C(=O)C1=CC=C(C=C1)C=1N=C2SC=C(N2C1)C1=CC=C(C#N)C=C1 4-(6-(4-(4-methylpiperazine-1-carbonyl)phenyl)imidazo[2,1-b]thiazol-3-yl)benzonitrile